[N+](=O)([O-])C1=CC=C(OCC2=CC=C(C=C2)CO)C=C1 (4-((4-nitrophenoxy)methyl)phenyl)methanol